3-methylpent-3-en-2-one CC(C(C)=O)=CC